BrC1=C(C=CC(=C1)Br)CNN 2,4-dibromophenylmethylhydrazine